4Z-undecenealdehyde dimethyl-(6-cyclopropoxy-3-oxo-1,3-dihydroisobenzofuran-1-yl)phosphonate COP(OC)(=O)C1OC(C2=CC=C(C=C12)OC1CC1)=O.C(C=CCCCCCCCC)=O